2-(2,6-dioxopiperidin-3-yl)-4-(3-methyl-4-((4-(trifluoromethyl)piperidin-1-yl)methyl)benzylamino)isoindoline-1,3-dione O=C1NC(CCC1N1C(C2=CC=CC(=C2C1=O)NCC1=CC(=C(C=C1)CN1CCC(CC1)C(F)(F)F)C)=O)=O